3-(4-fluorophenyl)-7-(2-hydroxyethyl)-1H-indole-2-carboxylic acid FC1=CC=C(C=C1)C1=C(NC2=C(C=CC=C12)CCO)C(=O)O